ClC1=C(C(=O)N(C2(CC2)C#N)COC(=O)OCC(C(=O)O)(C)C)C=C(C=C1)C=1C=NN(C1)C=1N(N=C(C1C(F)(F)F)C(C(F)(F)F)(F)F)C 3-[({[{2-Chloro-5-[2'-methyl-5'-(pentafluoroethyl)-4'-(trifluoromethyl)-2'H-[1,3'-bipyrazol]-4-yl]benzoyl}(1-cyanocyclopropyl)amino]methoxy}carbonyl)oxy]-2,2-dimethylpropanoic acid